FC=1C=C2C(=NC1)N(N=C2C(N)=N)CC2=C(C=CC=C2)F 5-fluoro-1-(2-fluorobenzyl)-1H-pyrazolo[3,4-b]pyridin-3-carboximidamide